C(C)OC=1C=C(C(=C(C1)O)C=1C=2N(C(=NN1)NC1CC(C1)(C)O)C=CC2)F 5-ethoxy-3-fluoro-2-(4-{[(1s,3s)-3-hydroxy-3-methylcyclobutyl]amino}pyrrolo[1,2-d][1,2,4]triazin-1-yl)phenol